C(C(O)CO)OCCCCCCCC n-octyl glyceryl ether